O=S1(CCC(CC1)NC1=C2C=C(N(C2=CC=C1)CC(F)(F)F)C#CCNC=1C=CC(=NC1)C(C#N)(C)C)=O 2-{5-[(3-{4-[(1,1-dioxo-1λ6-thian-4-yl)amino]-1-(2,2,2-trifluoroethyl)-1H-indol-2-yl}prop-2-yn-1-yl)amino]pyridin-2-yl}-2-methylpropanenitrile